FC(C=1C2=NN=C(C=3C(=CC(=C(N4CCCC4CCCCC1)N3)C(F)(F)F)N)O2)(F)F 6,18-bis(trifluoromethyl)-22-oxa-3,4,16,21-tetraazatetracyclo[15.3.1.12,5.012,16]docosa-1(21),2,4,6,17,19-hexaen-20-amine